N1N=CC(=C1)C=1C2=C(C(=NC1)NCC=1C=C(C=CC1)NC(C1=CC(=CC=C1)CN(C)C)=O)CCO2 N-(3-(((7-(1H-Pyrazol-4-yl)-2,3-dihydrofuro[3,2-c]pyridin-4-yl)amino)methyl)phenyl)-3-((dimethylamino)methyl)benzamid